3-(Cyclobutylmethyl)bicyclo[4.2.0]oct-1(6),2,4-trien-2-amine C1(CCC1)CC1=C(C=2CCC2C=C1)N